N-(phenyl-d5)dibenzo[b,d]furan-3-amine C1(=C(C(=C(C(=C1[2H])[2H])[2H])[2H])[2H])NC=1C=CC2=C(OC3=C2C=CC=C3)C1